4-sulfonyl-1-azabicyclo[3.2.0]heptane-2-formate S(=O)(=O)=C1CC(N2CCC12)C(=O)[O-]